C1=CC=C2C(=C1)C(=CN2)C3=CC(=C(N3)C(=O)O)C4=CNC5=CC=CC=C54 The molecule is a pyrrolecarboxylic acid that is pyrrole-2-carboxylic acid which is substituted at position 3 and 5 by indol-3-yl groups. It has a role as a bacterial metabolite. It is a monocarboxylic acid, a member of indoles and a pyrrolecarboxylic acid. It is a conjugate acid of a protodeoxyviolaceinate.